COC(=O)C=1C=C2C(C=C(OC2=C(C1)C=C)N1C[C@H](OCC1)C)=O (R)-2-(2-methylmorpholino)-4-oxo-8-vinyl-4H-chromene-6-carboxylic acid methyl ester